C1(=CC=CC=C1)S(=O)C1=NC=C(C=C1C(=NO)N)Cl 2-(benzenesulfinyl)-5-chloro-N'-hydroxy-pyridine-3-carboxamidine